C(C)(C)(C)OC(=O)N1[C@@H](CN([C@H](C1)C)C1=CC(=NC=2N1N=C(C2)CC#N)OCC2=CC=CC=C2)C.COC2=C(COC1CCNCC1)C=CC=C2 4-[(2-methoxybenzyl)oxy]piperidine tert-butyl-(2R,5S)-4-(5-(benzyloxy)-2-(cyanomethyl)pyrazolo[1,5-a]pyrimidin-7-yl)-2,5-dimethylpiperazine-1-carboxylate